perfluoro-n-butanoic acid FC(C(=O)O)(C(C(F)(F)F)(F)F)F